Methyl (S)-3-cyclohexyl-2-(4-methoxy-1H-indole-2-carboxamido)propanoate C1(CCCCC1)C[C@@H](C(=O)OC)NC(=O)C=1NC2=CC=CC(=C2C1)OC